C(C)OC(C(CCCl)N)=O amino-4-chlorobutyric acid ethyl ester